(S)-4-((1-(4-chloro-8-(2-ethylpyrimidin-5-yl)-1-oxo-2-phenyl-1,2-dihydroisoquinolin-3-yl)ethyl)amino)pyrido[2,3-d]pyrimidin-5(8H)-one ClC1=C(N(C(C2=C(C=CC=C12)C=1C=NC(=NC1)CC)=O)C1=CC=CC=C1)[C@H](C)NC=1C2=C(N=CN1)NC=CC2=O